4-fluoro-N-[(Z,1R)-1-methyl-3-methylsulfonyl-allyl]piperidine-4-carboxamide 4-methylbenzenesulfonic acid salt CC1=CC=C(C=C1)S(=O)(=O)O.FC1(CCNCC1)C(=O)N[C@@H](\C=C/S(=O)(=O)C)C